C1(CC1)C1=NNC(=N1)C1CC2(CN(C2)C(=O)N2CC(C2)C23CC(C2)(C3)COC3=NC=C(C=C3)C(F)(F)F)C1 [6-(3-cyclopropyl-1H-1,2,4-triazol-5-yl)-2-azaspiro[3.3]heptan-2-yl]-[3-[3-[[5-(trifluoromethyl)-2-pyridyl]oxymethyl]-1-bicyclo[1.1.1]pentanyl]azetidin-1-yl]methanone